oxinine O1CC=CC=C1